C1(CC1)NC(C1=C(C=C(C=C1C)C1=CN=C2N1C=CC(=C2)OCCN2CCOCC2)OC(F)F)=O N-cyclopropyl-2-(difluoromethoxy)-6-methyl-4-[7-(2-morpholinoethoxy)imidazo[1,2-a]pyridin-3-yl]benzamide